[N+](=[N-])=CC(CC[C@@H](C(=O)OC(C)(C)C)NC([C@H](CC1=CC=CC=C1)NC(CCCC[C@@H]1SC[C@H]2NC(N[C@H]21)=O)=O)=O)=O tert-Butyl (S)-6-diazo-5-oxo-2-((S)-2-(5-((3aR,4S,6aS)-2-oxohexahydro-1H-thieno[3,4-d]imidazol-4-yl)pentanamido)-3-phenylpropanamido)hexanoate